(S)-N-(cyclopropylmethyl)-1-(6-(3-(4-(5-cyclopropylpyridin-3-yl)-1H-1,2,3-triazol-1-yl)oxetan-3-yl)pyridin-3-yl)piperidin-3-amine C1(CC1)CN[C@@H]1CN(CCC1)C=1C=NC(=CC1)C1(COC1)N1N=NC(=C1)C=1C=NC=C(C1)C1CC1